2-Propynyl Butylcarbamate C(CCC)NC(OCC#C)=O